tert-butyl ((1r,3r)-3-(3,5-difluorophenoxy)cyclobutyl)carbamate FC=1C=C(OC2CC(C2)NC(OC(C)(C)C)=O)C=C(C1)F